2-(2,6-dimethylpyridin-4-yl)-6-fluoro-3-isopropyl-5-(1-(oxetan-3-yl)piperidin-4-yl)-1H-indole CC1=NC(=CC(=C1)C=1NC2=CC(=C(C=C2C1C(C)C)C1CCN(CC1)C1COC1)F)C